NC1=C2N=CN(C2=NC(=N1)Cl)CC=1C=C(COC=2C=C(C=O)C=CC2)C=CC1 3-((3-((6-amino-2-chloro-9H-purin-9-yl)methyl)benzyl)oxy)benzaldehyde